1-(1-amino-9-(5-(3-chloro-2-morpholinylpyridin-4-yl)thiopyrazin-2-yl)-3,9-diazaspiro[5.5]undecan-3-yl)ethan-1-one NC1CN(CCC12CCN(CC2)C2=NC=C(N=C2)SC2=C(C(=NC=C2)N2CCOCC2)Cl)C(C)=O